3-(8-(bis(4-methoxybenzyl)amino)-2-(pyridin-2-ylmethyl)-[1,2,4]triazolo[1,5-a]pyrazin-6-yl)benzonitrile COC1=CC=C(CN(C=2C=3N(C=C(N2)C=2C=C(C#N)C=CC2)N=C(N3)CC3=NC=CC=C3)CC3=CC=C(C=C3)OC)C=C1